C(#N)C(C)(C)C=1C=C(C(=O)OC)C=CC1 methyl 3-(2-cyanopropan-2-yl)benzoate